C(C)SC(NCCC[Si](OCC)(OCC)OCC)(NCCC[Si](OCC)(OCC)OCC)CCC[Si](OC)(OC)C methyldimethoxysilylpropylbis(triethoxysilylpropylamino)methyl ethyl sulfide